C(#N)C=1C=C(C=CC1)C=1N=C(SC1C1=CC(=NC(=C1)C)C)NC(=O)N1C[C@@H]2OCCN([C@@H]2C1)C (4aR,7aS)-N-[4-(3-Cyanophenyl)-5-(2,6-dimethyl-4-pyridyl)thiazol-2-yl]-4-methyl-2,3,4a,5,7,7a-hexahydropyrrolo[3,4-b][1,4]oxazin-6-carboxamid